C(C)(C)OC=1C=CC(=NC1)C1=NSC(=N1)NC1=C(C(=O)N(C)C)C=C(C=N1)C(F)(F)F 2-(3-(5-isopropoxypyridin-2-yl)-1,2,4-thiadiazol-5-ylamino)-N,N-dimethyl-5-(trifluoromethyl)nicotinamide